C=1(C(=CC=CC1)CI)CI xylylene iodide